ethyl 3-acetylisoxazole-5-carboxylate C(C)(=O)C1=NOC(=C1)C(=O)OCC